ethyleneglycol e-monoeth-yl ether C(C)OCCO